1-{4-[5-(2-{3-[2-(1-benzyl-2,6-dioxopiperidin-3-yl)-1-oxo-2,3-dihydro-1H-isoindol-4-yl]-prop-2-ynyloxy}-ethoxy)-benzoimidazol-1-yl]-phenyl}-3-(5-tert-butyl-2H-pyrazol-3-yl)-urea C(C1=CC=CC=C1)N1C(C(CCC1=O)N1C(C2=CC=CC(=C2C1)C#CCOCCOC1=CC2=C(N(C=N2)C2=CC=C(C=C2)NC(=O)NC=2NN=C(C2)C(C)(C)C)C=C1)=O)=O